trans-tert-butyl 4-((4-([1,1'-biphenyl]-3-yl)-5-fluoropyrimidin-2-yl)amino)cyclohexane-1-carboxylate C1(=CC(=CC=C1)C1=NC(=NC=C1F)N[C@@H]1CC[C@H](CC1)C(=O)OC(C)(C)C)C1=CC=CC=C1